FC1=CC=C(C=C1)C=1N=CN(C1C1=CC=C(O1)C(=O)NC1=CC=C(C=C1)N1CCN(CC1)C)C(C)C 5-(4-(4-fluorophenyl)-1-isopropyl-1H-imidazol-5-yl)-N-(4-(4-methylpiperazin-1-yl)phenyl)furan-2-carboxamide